tert-butyl 6-(8-(benzo[d]thiazol-2-ylcarbamoyl)-3,4-dihydroisoquinolin-2(1H)-yl)-3-(3-(4-(3-methoxy-3-oxopropyl)phenoxy)-2-methylphenyl)picolinate S1C(=NC2=C1C=CC=C2)NC(=O)C=2C=CC=C1CCN(CC21)C2=CC=C(C(=N2)C(=O)OC(C)(C)C)C2=C(C(=CC=C2)OC2=CC=C(C=C2)CCC(=O)OC)C